ethyltriisopropoxysilane C(C)[Si](OC(C)C)(OC(C)C)OC(C)C